1-Boc-2-pyrrolidinemethanol C(=O)(OC(C)(C)C)N1C(CCC1)CO